5-bromo-3-[(1S)-1-imidazo[1,2-a]pyridin-6-ylethyl]triazolo[4,5-b]pyrazine BrC=1N=C2C(=NC1)N=NN2[C@@H](C)C=2C=CC=1N(C2)C=CN1